C(C1=CC=CC=C1)O[C@H]1[C@@H](OC)O[C@@H]([C@@H]([C@@H]1C#N)OCC1=CC=CC=C1)COCC1=CC=CC=C1 methyl 2,4,6-tri-O-benzyl-3-C-cyano-3-deoxy-α-D-galactopyranoside